6-(2-amino-4-methoxyphenyl)-5,6,7,8-tetrahydronaphthalen-2-ol NC1=C(C=CC(=C1)OC)C1CC=2C=CC(=CC2CC1)O